(R)-6-Chloro-1-(4-(difluoromethyl)-6-(3-methoxytetrahydrofuran-3-yl)pyridin-2-yl)-3-methyl-1H-pyrazolo[4,3-c]pyridine ClC1=CC2=C(C=N1)C(=NN2C2=NC(=CC(=C2)C(F)F)[C@]2(COCC2)OC)C